(S)-3-(2-((2-((4-chloro-2-fluorobenzyl)oxy)-5,8-dihydro-1,7-naphthyridin-7(6H)-yl)methyl)-3-(oxetan-2-ylmethyl)-3H-imidazo[4,5-b]pyridin-6-yl)-1,2,4-oxadiazol-5(4H)-one ClC1=CC(=C(COC2=NC=3CN(CCC3C=C2)CC2=NC=3C(=NC=C(C3)C3=NOC(N3)=O)N2C[C@H]2OCC2)C=C1)F